(7s,15s)-15-{4-[5-chloro-2-(4-chloro-1H-1,2,3-triazol-1-yl)phenyl]-6-oxo-1,6-dihydropyrimidin-1-yl}-2,5,9-triazatricyclo[14.3.1.02,7]eicosa-1(20),16,18-triene-3,8-dione hydrochloride Cl.ClC=1C=CC(=C(C1)C=1N=CN(C(C1)=O)[C@H]1CCCCCNC([C@@H]2CNCC(N2C=2C=CC=C1C2)=O)=O)N2N=NC(=C2)Cl